6-Heptenal C(CCCCC=C)=O